2-(3-bromo-5-chloro-2-fluorophenyl)-4,4,5,5-tetramethyl-1,3,2-dioxaborolan BrC=1C(=C(C=C(C1)Cl)B1OC(C(O1)(C)C)(C)C)F